bis(3-acetyl-4,5,6-trihydroxybenzoyl)-methane C(C)(=O)C=1C=C(C(=O)CC(C2=CC(=C(C(=C2O)O)O)C(C)=O)=O)C(=C(C1O)O)O